1-(4-bromophenyl)-2-(4-(trifluoromethyl)phenyl)ethan-1-one BrC1=CC=C(C=C1)C(CC1=CC=C(C=C1)C(F)(F)F)=O